BrC=1C(=CC2=C(N(CC(N(S2(=O)=O)CC2=CC=C(C=C2)OC)CCCC)C2=CC=CC=C2)C1)O 7-bromo-3-butyl-8-hydroxy-2-(4-methoxybenzyl)-5-phenyl-2,3,4,5-tetrahydro-1,2,5-benzothiadiazepine 1,1-dioxide